(diphenyltriazineyl)[(diphenylfluorenyl)dibenzofuranyl]benzene C1(=CC=CC=C1)C1=C(C(=NN=N1)C1=C(C=CC=C1)C1=C(C=CC=2OC3=C(C21)C=CC=C3)C3=C(C(=CC=2C1=CC=CC=C1CC32)C3=CC=CC=C3)C3=CC=CC=C3)C3=CC=CC=C3